C(#C)C1=C2C(=CC(NC2=CC=C1F)=O)C1=C(C=2N=C(N=C(C2C=N1)N(C[C@H]1NCCC1)C)N1CCC(CC1)(C)O)F (S)-5-ethynyl-6-fluoro-4-(8-fluoro-2-(4-hydroxy-4-methylpiperidin-1-yl)-4-(methyl(pyrrolidin-2-ylmethyl)amino)pyrido[4,3-d]pyrimidin-7-yl)quinolin-2(1H)-one